FC(C(=O)O)(F)F.NCC(CN1N=CN(C1=O)CC=1SC2=C(C1)C=C(C=C2)C2C(N(C1=CC=CC=C1C2)C)=O)=C(F)F [2-[[1-[2-(aminomethyl)-3,3-difluoro-allyl]-5-oxo-1,2,4-triazol-4-yl]methyl]benzothien-5-yl]-1-methyl-3,4-dihydroquinolin-2-one trifluoroacetate